C(#N)C1=C(C=CC(=C1)C(F)(F)F)S(=O)(=O)N1C[C@@H]([C@@](C1)(CO)O)OC1=CC(=C(C#N)C=C1OCC)F 4-(((3S,4R)-1-((2-cyano-4-(trifluoromethyl)phenyl)sulfonyl)-4-hydroxy-4-(hydroxymethyl)pyrrolidin-3-yl)oxy)-5-ethoxy-2-fluorobenzonitrile